crotylzinc lithium chloride [Cl-].[Li+].C(C=CC)[Zn+].[Cl-]